1-aminomethylcyclopropanemethanol NCC1(CC1)CO